N1=CC=CC2=C1C=NNC2=O pyrido[2,3-d]pyridazin-5-one